4-(4-chloro-2-fluoro-phenyl)-6-methoxy-7-methyl-2-[rac-(2S,4R)-2-(1-cyclopropylpyrazol-4-yl)tetrahydropyran-4-yl]pteridine ClC1=CC(=C(C=C1)C1=NC(=NC2=NC(=C(N=C12)OC)C)[C@H]1C[C@H](OCC1)C=1C=NN(C1)C1CC1)F |r|